di-tert-butyl (4-((1-amino-3,6-dichloro-9H-carbazol-9-yl)methyl)benzyl)phosphonate NC1=CC(=CC=2C3=CC(=CC=C3N(C12)CC1=CC=C(CP(OC(C)(C)C)(OC(C)(C)C)=O)C=C1)Cl)Cl